C(C1CO1)OCC1CO1 di-glycidyl ether